((S)-1-(((benzyloxy)carbonyl)glycyl)-2-methylpyrrolidine-2-carbonyl)-L-glutamic acid C(C1=CC=CC=C1)OC(=O)NCC(=O)N1[C@@](CCC1)(C(=O)N[C@@H](CCC(=O)O)C(=O)O)C